Cl(=O)(=O)[O-].C(C1=CC=CC=C1)[N+](C1=CC=CC=C1)(C)C benzyldimethylphenylammonium monochlorate